N(=C=O)C1(CC(CCC1)CN=C=O)C 1-isocyanato-3-isocyanatomethyl-1-methyl-cyclohexane